methyl-trifluoroacetone CCC(=O)C(F)(F)F